C1(=CC=CC=C1)[S+](C1=CC=C(C=C1)SC1=CC=CC=C1)C1=CC=CC=C1 diphenyl-(4-phenylthiophenyl)sulfonium